gadolinium 1,2-dimethoxyethane COCCOC.[Gd]